3-chloro-6-(1,1-Difluoropropan-2-yl)-2-(2,4,6-trifluorobenzyl)-2,4,5,6-tetrahydro-7H-pyrazolo[3,4-c]pyridine-7-one ClC=1N(N=C2C(N(CCC21)C(C(F)F)C)=O)CC2=C(C=C(C=C2F)F)F